N(=[N+]=[N-])CCCC[N+](C)(\C=C\COC(=O)OCC1=CC=CC=C1)[O-] (E)-4-azido-N-(3-(((benzyloxy)carbonyl)oxy)prop-1-en-1-yl)-N-methylbutan-1-amine oxide